[N+](=O)([O-])C=1C=C(C=CC1NCCO)O 3-nitro-4-(2-hydroxy-ethyl)aminophenol